[C@H]1([C@H](O)[C@@H](O)[C@H](O)[C@H](O1)CO)O[C@H]1[C@H](O[C@@H]([C@H]([C@@H]1O)O)CO)O[C@H]1[C@@H]([C@H]([C@H](O[C@@H]1CO)O[C@H]1[C@@H]([C@H]([C@H](O[C@@H]1CO)O[C@H]1[C@@H]([C@H]([C@H](O[C@@H]1CO)O[C@H]1[C@@H]([C@H](C(O)O[C@@H]1CO)O)O)O)O)O)O)O)O α-D-Glucopyranosyl-(1→2)-α-D-glucopyranosyl-(1→4)-α-D-glucopyranosyl-(1→4)-α-D-glucopyranosyl-(1→4)-α-D-glucopyranosyl-(1→4)-D-glucopyranose